S1(OC[C@H]2COCCN21)(=O)=O (R)-tetrahydro-3H-[1,2,3]oxathiazolo[4,3-c][1,4]oxazine 1,1-dioxide